C1(CC1)CN1C(=CC=2C1=NC(=CC2)N2[C@H](CC2)COC)C2=NC1=C(N2C)C(=CC(=C1)C(=O)N1C[C@@H](C[C@H](C1)F)N)OC (3R,5R)-1-{2-[1-(cyclopropylmethyl)-6-[(2R)-2-(methoxymethyl)azetidin-1-yl]-1H-pyrrolo[2,3-b]pyridin-2-yl]-7-methoxy-1-methyl-1H-1,3-benzodiazole-5-carbonyl}-5-fluoropiperidin-3-amine